2-(2-((3-Nitro-4-(trifluoromethyl)phenyl)amino)pyrimidin-4-yl)benzoic acid methyl ester COC(C1=C(C=CC=C1)C1=NC(=NC=C1)NC1=CC(=C(C=C1)C(F)(F)F)[N+](=O)[O-])=O